NC=1C=2N(C3=CC(=C(C=C3N1)F)C(=O)N1[C@@H]3[C@H](OCC1)CC=1C=C(C=C(C13)F)C(F)(F)F)C=NC2 (4-amino-7-fluoroimidazo[1,5-a]quinoxalin-8-yl)((4aS,9aR)-5-fluoro-7-(trifluoromethyl)-2,3,9,9a-tetrahydroindeno[2,1-b][1,4]oxazin-4(4aH)-yl)methanone